FC(C(=O)O)(F)F.NC1=NC(=C2N=CNC2=N1)NC(C)C=1N=C2N(C(C1C1=CC(=CC=C1)Cl)=O)C(=CS2)C 7-{1-[(2-amino-9H-purin-6-yl)amino]ethyl}-6-(3-chlorophenyl)-3-methyl-5H-[1,3]thiazolo[3,2-a]pyrimidin-5-one Trifluoroacetic Acid Salt